[4-[[(exo)-3-azabicyclo[3.1.0]hexan-6-yl]carbamoyl]-3-chloro-phenyl]-1-methyl-5-[1-(5-nitro-2-pyridyl)-3-(trifluoromethyl)pyrazol-4-yl]imidazole-2-carboxamide C12CNCC2C1NC(=O)C1=C(C=C(C=C1)C=1N=C(N(C1C=1C(=NN(C1)C1=NC=C(C=C1)[N+](=O)[O-])C(F)(F)F)C)C(=O)N)Cl